CC1=NSC=C1C1(NC(NC1=O)=O)CNC(C1=C(C=CC=C1)C=1C=NC(=CC1)C(F)(F)F)=O N-{[4-(3-methyl-1,2-thiazol-4-yl)-2,5-dioxoimidazolidin-4-yl]methyl}-2-[6-(trifluoromethyl)pyridin-3-yl]benzamide